lithium N-octadecyl-sebacamide C(CCCCCCCCCCCCCCCCC)NC(CCCCCCCCC(=O)N)=O.[Li]